3-((4-(4-(2-methoxyethoxy)phenyl)piperazin-1-yl)methyl)piperidine COCCOC1=CC=C(C=C1)N1CCN(CC1)CC1CNCCC1